methyl-amide valerate C(CCCC)(=O)[O-].C[NH-]